CC1=CC=C(C=C1)S(=O)(=O)N1CC2=CC=CC=C2C[C@H]1CC(C(=O)OC(C)(C)C)C(=O)N1CCOCC1 tert-butyl 2-({(3R)-2-[(4-methylphenyl) sulfonyl]-1,2,3,4-tetrahydroisoquinolin-3-yl} methyl)-3-(morpholin-4-yl)-3-oxopropanoate